Cl.ClC(CN1CCOCC1)C 4-(2-chloropropyl)morpholine hydrochloride